C(CCC)C=1C(=NC=CC1NC(CC1=CC=C2C(=NN(C2=C1)CC1=CC=C(C=C1)OC)I)=O)C(=O)N Butyl-4-[[2-[3-iodo-1-[(4-methoxyphenyl)methyl]indazol-6-yl]acetyl]amino]pyridine-2-carboxamide